C(CC1=CC=CC=C1)C1C2C=CC(C1)C2 5-phenethyl-bicyclo[2.2.1]hept-2-ene